(tert-butyldimethylsilyl)-5-methylenetetrahydrofuran-2-carbonitrile [Si](C)(C)(C(C)(C)C)C1(OC(CC1)=C)C#N